(R)-1-(1-(7,8-difluoro-1-oxo-1,2-dihydroisoquinolin-4-yl)ethyl)-1-methyl-3-(pyridin-3-yl)urea FC1=CC=C2C(=CNC(C2=C1F)=O)[C@@H](C)N(C(=O)NC=1C=NC=CC1)C